(S)-N-(6-(1H-pyrazol-4-yl)isoquinolin-3-yl)-1-(2-fluoropropyl)piperidine-4-carboxamide N1N=CC(=C1)C=1C=C2C=C(N=CC2=CC1)NC(=O)C1CCN(CC1)C[C@H](C)F